6-Chloro-4-cyclopropylpyridin-3-amine ClC1=CC(=C(C=N1)N)C1CC1